CC1=NC=C(C(=O)NCC2=NC=C3C=CC(=NC3=C2)C2=NC(=CC=C2)N2CC(OCC2=O)C(F)(F)F)C=C1S(=O)(=O)C 6-methyl-5-(methylsulfonyl)-N-((2-(6-(5-oxo-2-(trifluoromethyl)morpholino)pyridin-2-yl)-1,6-naphthyridin-7-yl)methyl)nicotinamide